2-((3-chloro-4-fluorophenyl)(5-methyl-4-(methylsulfonyl)-1-((2-(trimethylsilyl)ethoxy)methyl)-1H-imidazol-2-yl)methoxy)pyridine ClC=1C=C(C=CC1F)C(OC1=NC=CC=C1)C=1N(C(=C(N1)S(=O)(=O)C)C)COCC[Si](C)(C)C